COC(C(=CC1=CC=CC=C1)C=1N=NN(C1)CC1=C(C=CC=C1)Cl)=O (1-(2-chlorobenzyl)-1H-1,2,3-triazol-4-yl)cinnamic acid methyl ester